pyrazolyl-aniline N1N=C(C=C1)NC1=CC=CC=C1